ClC=1OC=C(N1)C(=O)N1CCC2(C(N3[C@H](O2)CC[C@H]3C3=CC(=CC=C3)F)=O)CC1 (5'S,7a'R)-1-(2-chloro-1,3-oxazole-4-carbonyl)-5'-(3-fluorophenyl)-tetrahydro-3'H-spiro[piperidine-4,2'-pyrrolo[2,1-b][1,3]oxazol]-3'-one